C(C1=CC=CC=C1)N1CCC(CC1)(N)C1=NC=C(C=C1F)Cl 1-benzyl-4-(5-chloro-3-fluoro-2-pyridinyl)piperidin-4-amine